5,7-difluoro-2-(5-methoxypyridin-2-yl)-1H-indole-3-carbohydrazide FC=1C=C2C(=C(NC2=C(C1)F)C1=NC=C(C=C1)OC)C(=O)NN